FC1=C(OC=2N=CC(=NC2)NC([C@H](C)N2CC(N(CC2)C(=O)C2CCC3=C(N(N=N3)CCO)C2)(C)C)=O)C=CC(=C1)F (2S)-N-(5-(2,4-difluorophenoxy)pyrazin-2-yl)-2-(4-(1-(2-hydroxyethyl)-4,5,6,7-tetrahydro-1H-benzo[d][1,2,3]triazole-6-carbonyl)-3,3-dimethylpiperazin-1-yl)propanamide